5,5,8,8-tetramethyl-N-(4-(naphthalen-1-yl)phenyl)-5,6,7,8-tetrahydronaphthalen-2-amine CC1(C=2C=CC(=CC2C(CC1)(C)C)NC1=CC=C(C=C1)C1=CC=CC2=CC=CC=C12)C